ClC=1C(=NC=CC1C1=C(C(=CC=C1)C1=NC(=C(C=C1)CNC1CC(C1)(C)O)OC)Cl)C1=CC(=C(CN2CC3(C2)CNC(C3)=O)C=C1)OC 2-(4-(3-chloro-4-(2-chloro-3-(5-((((1s,3s)-3-hydroxy-3-methylcyclobutyl)amino)methyl)-6-methoxypyridin-2-yl)phenyl)pyridin-2-yl)-2-methoxybenzyl)-2,6-diazaspiro[3.4]octan-7-one